[S-]C#N.[Na+].N1(C=NC=C1)C1=CC(=CC(=C1)N1C=NC=C1)N1C=NC=C1 1,3,5-tri(1-imidazolyl)benzene sodium thiocyanate